N,N-di-iso-propylamide C(C)(C)[N-]C(C)C